S1C(=NC2=C1C[C@@H](CC2)N)N (6R)-4,5,6,7-tetrahydro-1,3-benzothiazole-2,6-diamine